N2-(4-chlorophenyl)-6-morpholino-N4-(2-morpholinoethyl)-1,3,5-triazine-2,4-diamine ClC1=CC=C(C=C1)NC1=NC(=NC(=N1)NCCN1CCOCC1)N1CCOCC1